ClC=1C=C(C=CC1OC1=CC(=NC=C1)C)NC1=C(C=NC2=CC(=C(C=C12)NC(\C=C\CN(C)C)=O)OCC)C#N (E)-N-(4-((3-chloro-4-((2-methylpyridin-4-yl)oxy)phenyl)amino)-3-cyano-7-ethoxyquinolin-6-yl)-4-(dimethylamino)but-2-enamide